COC1=NC(=CC2=C1C(N(N=C2)C)=O)CC2=CC=C(C=C2)NS(=O)(=O)NC(OCCCC)=O butyl (N-(4-((5-methoxy-3-methyl 4-oxo-3,4-dihydropyrido[3,4-d]pyridazin-7-yl)methyl)phenyl)sulfamoyl)carbamate